ClC=1C=C(C=C2C(=C(C=NC12)C#N)NCC(C)(C)C)N[C@H](C=1N=NN(C1)C1(CC1)C(F)(F)F)C=1C=NN2N=CC=CC21 (S)-8-chloro-4-(neopentylamino)-6-((pyrazolo[1,5-b]pyridazin-3-yl(1-(1-(trifluoromethyl)cyclopropyl)-1H-1,2,3-triazol-4-yl)methyl)amino)quinoline-3-carbonitrile